N-((6-methoxy-1-methyl-1H-benzimidazol-7-yl)methyl)-5-(trifluoromethyl)thiophene-2-carboxamide COC=1C=CC2=C(N(C=N2)C)C1CNC(=O)C=1SC(=CC1)C(F)(F)F